BrC1=CN=C(C2=C1N=CN(C2=O)C)N[C@H]2COC[C@@H]2O 8-bromo-5-(((3s,4r)-4-hydroxytetrahydrofuran-3-yl)amino)-3-methylpyrido[4,3-d]pyrimidin-4(3H)-one